OC(CC(=O)C(O)(C[N+](C)(C)C)CC([O-])=O)CCCCCCCCC 3-hydroxydodecanoyl-carnitin